FC(C=1C=C(C=CC1)N1C(N([C@@H](C2=C1CCNC2=O)C2=CC=C(C#N)C=C2)C)=O)F |r| racemic-4-(1-(3-(difluoromethyl)phenyl)-3-methyl-2,5-dioxo-1,2,3,4,5,6,7,8-octahydropyrido[4,3-d]pyrimidin-4-yl)benzonitrile